(2R,6R)-N-{2-benzyl-2-azaspiro[3.3]heptan-6-yl}-2,6-dimethyl-4-(quinoxalin-2-yl)piperazine-1-carboxamide C(C1=CC=CC=C1)N1CC2(C1)CC(C2)NC(=O)N2[C@@H](CN(C[C@H]2C)C2=NC1=CC=CC=C1N=C2)C